C(C)N1N=C(C=C1)CO (1-ethyl-1H-pyrazol-3-yl)methanol